BrC1=CC=CC(=N1)N1N=CC(=C1)C1=CC=C(C=N1)NC(=O)[C@@H]1CN(CCC1)C(=O)OC(C)(C)C tert-butyl (S)-3-((6-(1-(6-bromopyridin-2-yl)-1H-pyrazol-4-yl)pyridin-3-yl)carbamoyl)piperidine-1-carboxylate